FC1=C(C(=C(C(=C1[B-](C1=C(C(=C(C(=C1F)F)F)F)F)(C1=C(C(=C(C(=C1F)F)F)F)F)C1=C(C(=C(C(=C1F)F)F)F)F)F)F)F)F.C(CCCCCCCCCCC)[NH+](C)C dodecylbis(methyl)ammonium tetrakis(pentafluorophenyl)borate